(bromoacetyl)piperidine-1-carboxylic acid tert-butyl ester C(C)(C)(C)OC(=O)N1C(CCCC1)C(CBr)=O